CC=1C(=C2C=NNC2=CC1)N1CC=2N=C(N=C(C2CC1)N1C[C@H]2CC[C@@H](C1)N2C(=O)OC(C)(C)C)OC[C@H]2N(CCC2)C tert-butyl (1R,5S)-3-(7-(5-methyl-1H-indazol-4-yl)-2-(((S)-1-methylpyrrolidin-2-yl)methoxy)-5,6,7,8-tetrahydropyrido[3,4-d]pyrimidin-4-yl)-3,8-diazabicyclo[3.2.1]octane-8-carboxylate